tert-Butyl((1R,2S)-2-hydroxy-1,2-diphenylethyl)carbamate C(C)(C)(C)OC(N[C@@H]([C@H](C1=CC=CC=C1)O)C1=CC=CC=C1)=O